(3-(4-Bromophenoxy)-6-hydroxybenzo[b]thiophen-2-yl)(2-(trifluoromethyl)phenyl)Methanone BrC1=CC=C(OC=2C3=C(SC2C(=O)C2=C(C=CC=C2)C(F)(F)F)C=C(C=C3)O)C=C1